CC1=CC(=C(C=C1O)NC2=NC=NC3=C2C=CC(=C3)OCC4=CC=CC=C4)F.Cl The molecule is a hydrochloride obtained by combining ZM 323881 with one molar equivalent of hydrochloric acid. It has a role as a vascular endothelial growth factor receptor antagonist and an EC 2.7.10.1 (receptor protein-tyrosine kinase) inhibitor. It contains a ZM 323881(1+).